CS(=O)(=O)C1=CC(=C(C(=O)C2C(C3CCC(C2=O)C3)=O)C=C1)Cl 3-[4-(methylsulfonyl)-2-chlorobenzoyl]bicyclo[3.2.1]-octane-2,4-dione